C(C)(C)(C)OC(=O)N[C@H](C(=O)OC)CC1=CC=C(C=C1)C=1C(N(C(=CC1C(F)(F)F)C)C)=O methyl (S)-2-((tert-butoxycarbonyl)amino)-3-(4-(1,6-dimethyl-2-oxo-4-(trifluoromethyl)-1,2-dihydropyridin-3-yl)phenyl)propanoate